N1=C(C=CC=C1)CN1C(C2=C(C=3C=CC=NC13)CC=NC2)=O 6-(Pyridin-2-ylmethyl)-5-oxo-1,4,5,6-tetrahydropyrido[3,4-C][1,8]naphthyridine